C1(CC=CC2=CC=CC=C12)(C1=CC=CC2=CC=CC=C12)C1=C(C=CC(=C1)NC1=CC=CC=C1)C1=CC=C(NC2=CC=CC=C2)C=C1 binaphthyl-1-yl-N,N'-diphenyl-benzidine